(S)-N-(3-(6-acrylamidopyrazin-2-yl)prop-2-yn-1-yl)-N-(4-fluorophenyl)-3-(6-methyl-4-(trifluoromethyl)pyridin-2-yl)-2-oxoimidazolidine-4-carboxamide C(C=C)(=O)NC1=CN=CC(=N1)C#CCN(C(=O)[C@H]1N(C(NC1)=O)C1=NC(=CC(=C1)C(F)(F)F)C)C1=CC=C(C=C1)F